[5-(5-fluoro-2-methoxypyridin-4-yl)-1H-pyrazole-3-carbonyl]-4-azaspiro[2.5]octane-7-carboxylic acid methyl ester COC(=O)C1CCNC2(CC2C(=O)C2=NNC(=C2)C2=CC(=NC=C2F)OC)C1